2-Hydroxypropylacetate OC(COC(C)=O)C